FC1=CC=C(C=C1)C1=C(NC=2C3=C(CCC12)C=CC=C3)C(=O)O 3-(4-Fluorophenyl)-4,5-dihydro-1H-benzo[g]indole-2-carboxylic acid